C(CCCCC(=O)[O-])(=O)[O-] hexanedioate